FC=1C(=C(C=CC1)C1C(=C(NC(=C1C(=O)OC)C=O)C)C(=O)OCC)C(C)F 3-ethyl 5-methyl 4-(3-fluoro-2-(1-fluoroethyl)phenyl)-6-formyl-2-methyl-1,4-dihydropyridine-3,5-dicarboxylate